7-methyl-1,4-oxazepan CC1CCNCCO1